FC(OC=1C=C(C=CC1)C=1C=C2C=CC(=NC2=CC1)N1CCC(CC1)C(=O)O)(F)F 1-(6-(3-(trifluoromethoxy)phenyl)quinolin-2-yl)piperidine-4-carboxylic acid